3-(2,6-Dioxopiperidin-3-yl)-3,4-dihydro-2H-1,3-benzoxazine-2,4-dione O=C1NC(CCC1N1C(OC2=C(C1=O)C=CC=C2)=O)=O